COC(=O)C=1SC=CC1CN(CC1=NC=CC=C1)CC1=NC=CC=C1 ((bis(pyridin-2-ylmethyl)amino)methyl)thiophene-2-carboxylic acid methyl ester